C(CCCCCCCCCCCCCCCCC)(=O)O[C@H](CO)COP(=O)([O-])OCC[N+](C)(C)C 2-stearoyl-sn-glycero-3-phosphocholine